F[C@H]1C[C@H](N(C1)C(CN1C[C@H](CC1)NC=1C=C2C=CC=NC2=C(C1)C)=O)C#N (2S,4S)-4-fluoro-1-[2-[(3S)-3-[(8-methyl-6-quinolyl)amino]pyrrolidin-1-yl]acetyl]pyrrolidine-2-carbonitrile